4,4,5,5-tetramethyl-2-(4,4,5-trimethyl-1,3,2-dioxaborolan-2-yl)-1,3,2-dioxaborolan CC1(OB(OC1(C)C)B1OC(C(O1)(C)C)C)C